O1C(=CC=C1)CNC1=NC=C(C=2N1C=NN2)C2=CC=C(C=C2)N2CCN(CC2)CCCOCC(=O)OC(C)(C)C tert-butyl 2-(3-(4-(4-(5-((furan-2-ylmethyl)amino)-[1,2,4]triazolo[4,3-c]pyrimidin-8-yl)phenyl)piperazin-1-yl)propoxy)acetate